6-bromo-5-methyl-3H-1,3-benzoxazol-2-one BrC1=CC2=C(NC(O2)=O)C=C1C